6-methyl-pyridin-2-amine CC1=CC=CC(=N1)N